ClC1=CC=C(S1)CNC1=C(C(=NN1)C1CCN(CC1)C(=O)N1CCOCC1)C#N 5-[(5-chlorothiophen-2-yl)methyl]amino-3-[1-(morpholine-4-carbonyl)piperidin-4-yl]-1H-pyrazole-4-carbonitrile